(E)-but-2-ene-1,2,4-tricarboxylic acid C(/C(=C\CC(=O)O)/C(=O)O)C(=O)O